(benzotriazol-1-yloxy)tris(dimethylamino)phosphonium hexafluorophosphate bis(trichloromethyl)carbonate ClC(Cl)(Cl)OC(OC(Cl)(Cl)Cl)=O.F[P-](F)(F)(F)(F)F.N1(N=NC2=C1C=CC=C2)O[P+](N(C)C)(N(C)C)N(C)C